COC1=NC2=C(N1)C=CC=C2C=2CCN(CC2)C 2-methoxy-4-(1-methyl-1,2,3,6-tetrahydropyridin-4-yl)-1H-benzo[d]-imidazole